C(C1=CC=CC=C1)OC([C@@H](NC(=O)NC=1C=C(C=CC1)C)CC1=CC=CC=C1)=O N-(m-tolylaminocarbonyl)-phenylalanine-benzyl ester